(5R)-3-[6-[2-[(2,6-dichlorophenyl)methoxy]ethoxy]hexyl]-5-(2,2-dimethyl-4H-1,3-benzodioxin-6-yl)-2-oxazolidone ClC1=C(C(=CC=C1)Cl)COCCOCCCCCCN1[CH-]O[C@@H](C1=O)C1=CC2=C(OC(OC2)(C)C)C=C1